COC1=CC=C(C=C1)N(C1=CC(=C(C=C1F)C1=CC=C(C=2C1=NSN2)C2=CC=C(C(=O)O)C=C2)F)C2=CC=C(C=C2)OC 4-(7-(4-(bis(4-methoxyphenyl)amino)-2,5-difluorophenyl)benzo[c][1,2,5]thiadiazol-4-yl)benzoic acid